BrCC1(CC1)CC1(NCCC1)C(=O)OC methyl 2-((1-(bromomethyl)cyclopropyl)methyl)pyrrolidin-2-formate